8,9-dimethylenetricyclo[5.2.1.02,6]Decane C=C1C2C3CCCC3C(C1=C)C2